3-tert-butyl-1-[(2S)-2-methyl-3-oxo-4-[(1S)-1-phenylethyl]-2H-1,4-benzoxazin-7-yl]urea C(C)(C)(C)NC(NC1=CC2=C(N(C([C@@H](O2)C)=O)[C@@H](C)C2=CC=CC=C2)C=C1)=O